C(CC)N1C(C(=NC2=CC=CC=C12)C1=CC(=CC=C1)[N+](=O)[O-])=O 1-Propyl-3-(3-nitrophenyl)quinoxalin-2(1H)-one